C(C)(C)(C)N1CCC(CC1)N1N=NC(=C1)[C@H](C=1N=CSC1C)NC=1C=C2C(=C(C=NC2=C(C1)Cl)C#N)NC1=CC(=C(C=C1)F)Cl (S)-6-(((1-(1-(tert-butyl)piperidin-4-yl)-1H-1,2,3-triazol-4-yl)(5-methylthiazol-4-yl)methyl)amino)-8-chloro-4-((3-chloro-4-fluorophenyl)amino)quinoline-3-carbonitrile